N1=C(C=CC=C1)C=1N=CC2=C(N1)CCN(C2)C(=O)C2=CC=C(C=C2)C(F)(F)F [2-(2-pyridyl)-7,8-dihydro-5H-pyrido[4,3-d]pyrimidin-6-yl]-[4-(trifluoromethyl)phenyl]methanone